C1N(CC12COCC2)C(=O)C2=CC=C(CN1C3=NC(=NC=C3NC1=O)C1=C(C=CC=C1)C(C)C)C=C2 9-(4-(6-oxa-2-azaspiro[3.4]octane-2-carbonyl)benzyl)-2-(2-isopropylphenyl)-7,9-dihydro-8H-purin-8-one